C(C)(=O)N[C@H]1C(O)O[C@@H]([C@H]([C@@H]1O)O)CO Endo-N-acetylglucosamine